N-[3-chloro-4-[4-[2-[(3S)-pyrrolidin-3-yl]acetyl]piperazine-1-carbonyl]phenyl]-5-[2-(dimethylamino)-4-(trifluoromethyl)pyrimidin-5-yl]-1-methyl-imidazole-2-carboxamide ClC=1C=C(C=CC1C(=O)N1CCN(CC1)C(C[C@H]1CNCC1)=O)NC(=O)C=1N(C(=CN1)C=1C(=NC(=NC1)N(C)C)C(F)(F)F)C